35-((3-cyanophenyl)imino)-4,7,10,13,16,19,22,25,28,31-decaoxa-34,36,40-triazatritetracontanoate C(#N)C=1C=C(C=CC1)N=C(NCCOCCOCCOCCOCCOCCOCCOCCOCCOCCOCCC(=O)[O-])NCCCNCCC